4-[(2-chloro-6-fluorophenyl)methyl]-3-[(3-fluorophenyl)methyl]-4,5-dihydro-1,2,4-oxadiazol-5-one ClC1=C(C(=CC=C1)F)CN1C(=NOC1=O)CC1=CC(=CC=C1)F